C(=C)P(OCCCl)(OCCCl)=O di(2-chloroethyl) vinylphosphonate